[Br-].BrCC=1C=C(CC2=C(C=CC=C2)P(C2=CC=CC=C2)C2=CC=CC=C2)C=CC1 3-bromomethyl-benzyl-triphenylphosphine bromide